N-[1-[2-chloro-5-(4,4,5,5-tetramethyl-1,3,2-dioxaborolan-2-yl)phenyl]cyclopropyl]propenamide ClC1=C(C=C(C=C1)B1OC(C(O1)(C)C)(C)C)C1(CC1)NC(C=C)=O